C1(O)=CC=C(O)C=C1.[Al].ICC1CC(N1)=O 4-(iodomethyl)azetidin-2-one aluminum compound with hydroquinone